C(#N)C1=CC(=C(COC=2C=C(C=CC2)C=2CCN(CC2)CC2=NC3=C(N2C[C@H]2OCC2)C=C(C=C3)C(=O)O)C=C1)F (S)-2-((4-(3-((4-cyano-2-fluorobenzyl)oxy)phenyl)-3,6-dihydropyridin-1(2H)-yl)methyl)-1-(oxetan-2-ylmethyl)-1H-benzo[d]imidazole-6-carboxylic acid